FC(C1=CC=C(C=C1)C=1N=NN(C1)C=1C=C(C=C(C1)C1=CC=C(C=C1)C(=O)O)C(=O)O)(F)F 5-(4-(4-(Trifluoromethyl)phenyl)-1H-1,2,3-triazol-1-yl)-[1,1'-biphenyl]-3,4'-dicarboxylic acid